N-(6-fluoroquinolin-8-yl)-5-(5-methyl-2,5-diazabicyclo[2.2.1]heptan-2-yl)pyrazine-2-carboxamide FC=1C=C2C=CC=NC2=C(C1)NC(=O)C1=NC=C(N=C1)N1C2CN(C(C1)C2)C